(R)-N-(3-(3-((5-chloro-4-methoxypyrimidin-2-yl)amino)piperidine-1-carbonyl)phenyl)acrylamide ClC=1C(=NC(=NC1)N[C@H]1CN(CCC1)C(=O)C=1C=C(C=CC1)NC(C=C)=O)OC